5-((4-(3-chloro-5-(trifluoromethyl)pyridin-2-yl)piperazin-1-yl)methyl)-2-(2,4-dioxotetrahydropyrimidine-1(2H)-yl)isoindoline-1,3-dione ClC=1C(=NC=C(C1)C(F)(F)F)N1CCN(CC1)CC=1C=C2C(N(C(C2=CC1)=O)N1C(NC(CC1)=O)=O)=O